5-Nitro-2-{[5-(phenoxymethyl)-4-phenyl-4H-1,2,4-triazol-3-yl]thio}pyridine [N+](=O)([O-])C=1C=CC(=NC1)SC1=NN=C(N1C1=CC=CC=C1)COC1=CC=CC=C1